O=[Cu] oxo-copper